N'-methyl-2-nitro-1,1-ethene-diamine CNC(=C[N+](=O)[O-])N